Dicyclohexyl(3-isopropoxy-2',4',6'-triisopropyl-[1,1'-biphenyl]-2-yl)phosphine C1(CCCCC1)P(C1=C(C=CC=C1OC(C)C)C1=C(C=C(C=C1C(C)C)C(C)C)C(C)C)C1CCCCC1